4-BENZYLOXY-3-FLUOROPHENYLBORONIC ACID C(C1=CC=CC=C1)OC1=C(C=C(C=C1)B(O)O)F